FC(C)(F)C1(CC1)C#CC1=C2CCCN(C2=CC=N1)C1=NC(NC2=CC=CC(=C12)F)=O 4-[5-[2-[1-(1,1-difluoroethyl)cyclopropyl]ethynyl]-3,4-dihydro-2H-1,6-naphthyridin-1-yl]-5-fluoro-1H-quinazolin-2-one